C(C)NC(C1=C(C=C(C=C1)NC=1C=2N(C=CN1)C(=CN2)C=2C(=NNC2)C(F)(F)F)CC)=O N,2-diethyl-4-[[3-[3-(trifluoromethyl)-1H-pyrazol-4-yl]imidazo[1,2-a]pyrazin-8-yl]amino]benzamide